2-(cyclohexen-4-yl)-1,2-propanediol C1=CCC(CC1)C(CO)(C)O